methyl (1-(7-chlorothieno[3,2-b]pyridin-2-yl)cyclopropyl)carbamate ClC1=C2C(=NC=C1)C=C(S2)C2(CC2)NC(OC)=O